C1(C=CC=CC=C1)=N Cycloheptatrienimine